BrC=1C=C(C(=NC1)C(=O)O)C=O 5-Bromo-3-formylpicolinic acid